NCC=1C=C(C=CC1)C1=CC(=C(C=2C=COC21)OC(C)C)COC2=C(C=CC=C2)CC(=O)O 2-(2-((7-(3-(aminomethyl)phenyl)-4-isopropoxybenzofuran-5-yl)methoxy)phenyl)acetic acid